The molecule is a member of the class xanthones that is 9H-xanthen-9-one substituted by a chloro group at position 4, hydroxy groups at positions 1 and 3, a methoxy group at position 8 and a (2R,6R)-6-methyltetrahydropyran-2-yl group at position 2. It is isolated from the marine derived fungus Chaetomium and has antiprotozoal activity. It has a role as a metabolite and an antiprotozoal drug. It is a member of xanthones, a member of phenols, an organochlorine compound and a member of pyrans. C[C@@H]1CCC[C@@H](O1)C2=C(C(=C3C(=C2O)C(=O)C4=C(O3)C=CC=C4OC)Cl)O